4-fluoro-7-(4-propyl-cyclohex-1-enyl)-3-trifluoromethoxy-dibenzofuran FC1=C(C=CC2=C1OC1=C2C=CC(=C1)C1=CCC(CC1)CCC)OC(F)(F)F